C(C)(C)(C)OC([C@@H](CC=1C=C(C=CC1)CC(=O)O)[C@H]1CN(CC1)C(=O)OC(C)(C)C)=O 2-(3-((S)-3-(tert-butoxy)-2-((S)-1-(tert-butoxycarbonyl)pyrrolidin-3-yl)-3-oxopropyl)phenyl)acetic acid